tert-butyl (6S)-2-(4-chloro-2-fluorophenyl)-6-methyl-3-(pyridin-4-yl)-6,7-dihydropyrazolo[1,5-a]pyrazine-5(4H)-carboxylate ClC1=CC(=C(C=C1)C1=NN2C(CN([C@H](C2)C)C(=O)OC(C)(C)C)=C1C1=CC=NC=C1)F